(S)-4-((5-methyl-2H-tetrazol-2-yl)(phenyl)methyl)piperidine-1-carboxylic acid tert-butyl ester C(C)(C)(C)OC(=O)N1CCC(CC1)[C@@H](C1=CC=CC=C1)N1N=C(N=N1)C